trans-6-chloro-N-(4-(((5-(4-chlorobenzyl)-1,3,4-oxadiazol-2-yl)methyl)amino)cyclohexyl)quinoline ClC=1C=C2C=CCN(C2=CC1)[C@@H]1CC[C@H](CC1)NCC=1OC(=NN1)CC1=CC=C(C=C1)Cl